1-(7-((4-Bromo-3-fluorophenyl)sulfonyl)-5,5-difluoro-2,7-diazaspiro[3.5]nonan-2-yl)-2-fluoroprop-2-en-1-one BrC1=C(C=C(C=C1)S(=O)(=O)N1CC(C2(CN(C2)C(C(=C)F)=O)CC1)(F)F)F